5-bromo-6-(methoxymethyl)-2-oxo-1-phenyl-1,2-dihydropyridine-3-carboxylate BrC=1C=C(C(N(C1COC)C1=CC=CC=C1)=O)C(=O)[O-]